6-(1-(1-(oxetan-3-yl)piperidin-4-yl)-1H-pyrazol-4-yl)benzo[d]oxazol-2(3H)-one O1CC(C1)N1CCC(CC1)N1N=CC(=C1)C1=CC2=C(NC(O2)=O)C=C1